FC(C1=CC=C(C=C1)C1=CN=C(C2=NC=CN=C21)NC[C@@H]2S(CCC2)(=O)=O)(F)F |r| racemic-2-(((8-(4-(trifluoromethyl)phenyl)pyrido[3,4-b]pyrazin-5-yl)amino)methyl)tetrahydrothiophene 1,1-dioxide